6-((S)-1-hydroxy-2-((3as,5S,6ar)-3a-hydroxy-5-phenoxyhexahydrocyclopenta[c]pyrrol-2(1H)-yl)ethyl)-1,4-dihydro-2H-benzo[d][1,3]thiazin-2-one O[C@H](CN1C[C@@H]2[C@](C1)(C[C@H](C2)OC2=CC=CC=C2)O)C2=CC1=C(NC(SC1)=O)C=C2